3-isopropyl-5-(4-(1-((5-(thiazol-5-yl)thiazolo[5,4-b]pyridin-2-yl)oxy)ethyl)piperidin-1-yl)-1,2,4-oxadiazole C(C)(C)C1=NOC(=N1)N1CCC(CC1)C(C)OC=1SC2=NC(=CC=C2N1)C1=CN=CS1